C(#N)CCOP(N(C(C)C)C(C)C)C(C(CO)CN)O (cyanoethoxydiisopropylaminophosphino)-2-(aminomethyl)-1,3-propanediol